NC1=C(C(=O)NC2=NNC3=CN=C(C=C32)C3=C(C=CC=C3C)F)C=CC(=C1)N1CCN(CC1)C 2-amino-N-(5-(2-fluoro-6-methylphenyl)-1H-pyrazolo[3,4-c]pyridin-3-yl)-4-(4-methylpiperazin-1-yl)benzamide